5-tert-butyl-N-[[4-(3-cyanopyrrolo[1,2-b]pyridazin-4-yl)-2-methyl-phenyl]methyl]-1,2,4-oxadiazole-3-carboxamide C(C)(C)(C)C1=NC(=NO1)C(=O)NCC1=C(C=C(C=C1)C=1C=2N(N=CC1C#N)C=CC2)C